COC1=C(CN(S(=O)(=O)C2=CC=CC=C2)CC2=C(N=NN2C)C2=CC=C(C=C2)OCOC)C=CC(=C1)OC N-(2,4-Dimethoxybenzyl)-N-((4-(4-(methoxymethoxy)phenyl)-1-methyl-1H-1,2,3-triazol-5-yl)methyl)benzenesulfonamide